FC1=C(C(=C(C(=C1F)F)F)F)OC(CCCCCCCCCCCCCCCCC(=O)OC(C)(C)C)=O octadecanedioic acid 1-tert-butyl 18-(perfluorophenyl) ester